C(C1=CC=CC=C1)O\N=C\C1=C(N=C2OC=CN21)C2=CC1=CC=CC=C1C=C2 (E)-6-(naphthalen-2-yl)imidazo[2,1-b]oxazole-5-carbaldehyde O-benzyl oxime